FC(C(=O)O)(F)F.N1(N=CC=C1)C1=CC=C(C=C1)C1=CC=C(C=C1)OC=1N=NNC1C(=O)O 4-((4'-(1H-pyrazol-1-yl)-[1,1'-biphenyl]-4-yl)oxy)-1H-1,2,3-triazole-5-carboxylic acid 2,2,2-trifluoroacetate